N[C@@H](CC1=CNC2=CC=C(C=C12)O)CO (S)-3-(2-amino-3-hydroxypropyl)-1H-indol-5-ol